N[C@H]1C[C@H](N(CC1)C(=O)N1CC2(CCCC2)[C@@H](CC1)CN1C(C=C(C=C1)C1=C(C=CC=C1)F)=O)C1=CC=CC=C1 1-(((R)-7-((2S,4R)-4-amino-2-phenylpiperidine-1-carbonyl)-7-azaspiro[4.5]dec-10-yl)methyl)-4-(2-fluorophenyl)pyridin-2(1H)-one